C1(=CC=CC=C1)S(=O)(=O)O.COC=1C=C(C=CC1OC)CC(C(CC(=O)O)C)[C@H]1NCCC2=CC(=C(C=C12)OC)OC (1R-cis)-1-[(3,4-dimethoxyphenyl)-methyl]-1,2,3,4-tetrahydro-6,7-dimethoxy-2-methyl-2-carboxymethylethyl-isoquinoline benzenesulfonate